C(C)(C)(C)OC(=O)NC=1SC2=C(C1C#N)C(=CC=C2F)C2=C(C=C1C(=NC(=NC1=C2F)S(=O)(=O)CC)N2C1COCC2CN(C1)C(=O)OC(C)(C)C)Cl tert-Butyl 9-[7-[2-(tert-butoxycarbonylamino)-3-cyano-7-fluoro-benzothiophen-4-yl]-6-chloro-2-ethylsulfonyl-8-fluoro-quinazolin-4-yl]-3-oxa-7,9-diazabicyclo[3.3.1]nonane-7-carboxylate